OC1=CC=C(C=C1)N1CCN(CC1)S(=O)(=O)C1=CC=C(C=C1)NC(C1=C(C=CC=C1)N(S(=O)(=O)C)C)=O N-(4-[[4-(4-Hydroxyphenyl)piperazin-1-yl]sulfonyl]phenyl)-2-(N-methylmethanesulfonamido)-benzamide